S1C=C(C2=C1C=CC=C2)C2CCN(CC2)C(=O)NCCC2CCN(CC2)CC2=CC=CC=C2 4-(1-benzothiophen-3-yl)-N-[2-(1-benzylpiperidin-4-yl)ethyl]piperidine-1-carboxamide